(S)-N-(2-Amino-1-(3-chloro-5-fluorophenyl)ethyl)-1-(5-methyl-2-((tetrahydro-2H-pyran-4-yl)amino)pyrimidin-4-yl)-1H-imidazole-4-carboxamide NC[C@H](C1=CC(=CC(=C1)F)Cl)NC(=O)C=1N=CN(C1)C1=NC(=NC=C1C)NC1CCOCC1